3,4-dihydro-2H-1-benzopyran-4-acetic acid O1CCC(C2=C1C=CC=C2)CC(=O)O